C(#N)C=1C=CC(=C(C1)N(S(=O)(=O)C)C)[N+](=O)[O-] N-(5-cyano-2-nitrophenyl)-N-methylmethanesulfonamide